C(C1=CC=CC=C1)OC1=C(C=C(C(=C1)OCC1=CC=CC=C1)F)C(C)=O 1-[2,4-bis(benzyloxy)-5-fluorophenyl]-1-ethanone